6-(2,5-dioxo-2,5-dihydro-1H-pyrrol-1-yl)-N-[(1S)-1-{[(1S)-1-{[4-(hydroxymethyl)-2-(trifluoromethyl)phenyl]carbamoyl}ethyl]carbamoyl}-2-methylpropyl]hexanamide O=C1N(C(C=C1)=O)CCCCCC(=O)N[C@@H](C(C)C)C(N[C@@H](C)C(NC1=C(C=C(C=C1)CO)C(F)(F)F)=O)=O